C(C(C)C)NC1CNCC1 3-(isobutylamino)pyrrolidine